OC1=CC=C(C=C1)C1CCC(CC1)C1=CC=C(C=C1)O 1,4-bis-(4-hydroxyphenyl)cyclohexane